C(C)C=1C(=NC(=CC1)COC1=CC2=CC=CC=C2C=C1)C(=O)O Ethyl-6-((naphthalen-2-yloxy)methyl)picolinic acid